Chloro(triisopropyl)silane Cl[Si](C(C)C)(C(C)C)C(C)C